The molecule is a glycotriaosylceramide having alpha-D-galactosyl-(1->4)-beta-D-galactosyl-(1->4)-beta-D-glucosyl as the glycotriaosyl component attached to the Cer(d18:1/23:0). It has a role as a mouse metabolite. It derives from a tricosanoic acid. CCCCCCCCCCCCCCCCCCCCCCC(=O)N[C@@H](CO[C@H]1[C@@H]([C@H]([C@@H]([C@H](O1)CO)O[C@H]2[C@@H]([C@H]([C@H]([C@H](O2)CO)O[C@@H]3[C@@H]([C@H]([C@H]([C@H](O3)CO)O)O)O)O)O)O)O)[C@@H](/C=C/CCCCCCCCCCCCC)O